IC=1C=CC(=C2C=CC=NC12)N1C[C@@H](O[C@@H](C1)C)C(=O)OC methyl (2R,6R)-4-(8-iodo-5-quinolyl)-6-methyl-morpholine-2-carboxylate